benzyl 9-((1-(5-methoxy-2-(1-methyl-1H-pyrazol-4-yl)-4-nitrophenyl)piperidin-4-yl)methyl)-2,9-diazaspiro[5.5]undecane-2-carboxylate COC=1C(=CC(=C(C1)N1CCC(CC1)CN1CCC2(CCCN(C2)C(=O)OCC2=CC=CC=C2)CC1)C=1C=NN(C1)C)[N+](=O)[O-]